BrC1=NC(=CC(=C1)NCC=1N=C2N(C=C(C=C2N2CCN(CC2)C)C2CC2)C1)C 2-bromo-N-((6-cyclopropyl-8-(4-methylpiperazin-1-yl)imidazo[1,2-a]pyridin-2-yl)methyl)-6-methylpyridin-4-amine